2,2-dioleyloxy-4-dimethylaminoethyl-[1,3]-dioxolane C(CCCCCCC\C=C/CCCCCCCC)OC1(OCC(O1)CCN(C)C)OCCCCCCCC\C=C/CCCCCCCC